ClC=1C=C(C=CC1F)N(C(=O)[C@H]1N(C[C@H](C1)N1C[C@H](OCC1)CO)C1=NC(=CC(=C1C#N)C(F)(F)F)C)CC (2S,4S)-N-(3-Chloro-4-fluorophenyl)-1-(3-cyano-6-methyl-4-(trifluoromethyl)-pyridin-2-yl)-N-ethyl-4-((S)-2-(hydroxymethyl)morpholino)pyrrolidine-2-carboxamide